(S)-5-(1-(2-chlorophenyl)-2-methoxy-2-oxoethyl)-4,5,6,7-tetrahydrothieno[3,2-c]pyridin-2-yl 4-cyclohexylpiperazine-1-carboxylate C1(CCCCC1)N1CCN(CC1)C(=O)OC1=CC=2CN(CCC2S1)[C@H](C(=O)OC)C1=C(C=CC=C1)Cl